C1([C@H](O)[C@H](O)[C@H](O1)CO)NCC(=O)O ribosylglycine